ethyl (tert-butoxycarbonyl)-L-tyrosinate C(C)(C)(C)OC(=O)N[C@@H](CC1=CC=C(C=C1)O)C(=O)OCC